tert-butyl (2S,6R)-4-((R)-11-chloro-6-oxo-3-(pyridin-2-yl)-10-(trifluoromethyl)-3,4-dihydro-2H,6H-[1,4]thiazepino[2,3,4-ij]quinazolin-8-yl)-2,6-dimethylpiperazine-1-carboxylate ClC1=C(C=C2C(=NC(N3C2=C1SC[C@H](C3)C3=NC=CC=C3)=O)N3C[C@@H](N([C@@H](C3)C)C(=O)OC(C)(C)C)C)C(F)(F)F